6-(3-aminobenzyl)-1-methyl-1,6-dihydro-2H-pyrido[3',2':6,7]azepino[4,3,2-cd]isoindol-2-one NC=1C=C(CN2C3=C(C=C4N(C(C=5C=CC=C2C45)=O)C)C=CC=N3)C=CC1